[S].[Ge].[K] potassium germanium sulfur